C(CCCC(=O)[O-])(=O)OCCC1CCNCC1 [2-(4-piperidyl)ethyl] pentanedioate